Isopropyl-4-nitro-1H-pyrazole-3-carbaldehyde C(C)(C)N1N=C(C(=C1)[N+](=O)[O-])C=O